(6-((5-chloro-2-((4-fluoro-3-nitrophenyl)amino)pyrimidin-4-yl)amino)quinoxalin-5-yl)dimethylphosphine ClC=1C(=NC(=NC1)NC1=CC(=C(C=C1)F)[N+](=O)[O-])NC=1C(=C2N=CC=NC2=CC1)P(C)C